3-((4-Ethoxyphenyl)diazenyl)-3-methyl-2,3-dihydro-4H-benzo[4,5]imidazo[2,1-b][1,3]thiazin-4-one C(C)OC1=CC=C(C=C1)N=NC1(C(N2C(SC1)=NC1=C2C=CC=C1)=O)C